tert-butyl 2-(4-cyclopropyl-6-methoxypyrimidin-5-yl)-4-(methylsulfonyl)-7,8-dihydropyrido[4,3-d]pyrimidine-6(5H)-carboxylate C1(CC1)C1=NC=NC(=C1C=1N=C(C2=C(N1)CCN(C2)C(=O)OC(C)(C)C)S(=O)(=O)C)OC